2-[(Hexylcarbamoyl)oxy]ethyl methacrylate C(C(=C)C)(=O)OCCOC(NCCCCCC)=O